C1(=CC(=CC=2CCCCC12)C=O)C=O 5,6,7,8-tetrahydronaphthalene-1,3-dicarboxaldehyde